(1-(4'-fluoro-2'-hydroxy-[1,1'-biphenyl]-5-yl)-2,2,2-trifluoroethyl)-L-leucine methyl ester COC([C@@H](NC(C(F)(F)F)C=1C=CC=C(C1)C1=C(C=C(C=C1)F)O)CC(C)C)=O